(S)-5-((Benzyloxy)methyl)-2-(1-(2-chloro-5-methylphenoxy)-8-((1,1,1-trifluoropropan-2-yl)oxy)isoquinolin-6-yl)-4-ethyl-2,4-dihydro-3H-1,2,4-triazol-3-one C(C1=CC=CC=C1)OCC=1N(C(N(N1)C=1C=C2C=CN=C(C2=C(C1)O[C@H](C(F)(F)F)C)OC1=C(C=CC(=C1)C)Cl)=O)CC